C(C)(=O)C1=NC=C(C(=C1)N1C(C(=C(C=C1C)OCC1=NC=C(C=C1F)F)Cl)=O)C1CC1 2'-acetyl-3-chloro-5'-cyclopropyl-4-[(3,5-difluoropyridin-2-yl)methoxy]-6-methyl-[1,4'-bipyridin]-2-one